N,N'-(3,3'-dimethylbiphenyl-4,4'-diyl)bismaleimide CC=1C=C(C=CC1N1C(C=CC1=O)=O)C1=CC(=C(C=C1)N1C(C=CC1=O)=O)C